FC=1C=C(C=CC1OC(F)(F)F)NC(NC1CCC(CC1)OC1=CC=C(OCCCC(=O)O)C=C1)=O 4-(4-(((1r,4r)-4-(3-(3-fluoro-4-(trifluoromethoxy)phenyl)ureido)cyclohexyl)oxy)phenoxy)butyric acid